(S)-4,4-difluoro-1-nitrosopyrrolidine-2-carboxylic acid FC1(C[C@H](N(C1)N=O)C(=O)O)F